O=C(C(=O)OCC)NCC1=NC=CN=C1 ethyl 2-oxo-2-((pyrazin-2-ylmethyl)amino)acetate